3-(5H-Imidazo[5,1-a]isoindol-5-yl)thietan-3-ol C=1N=CN2C1C1=CC=CC=C1C2C2(CSC2)O